C(CCC)CC(CC)(OOC(C)(C)C)OOC(C)(C)C n-butyl-2,2-bis(t-butylperoxy)butane